C(C=C)(=O)OC1CC2C3CC4C(C3C1C2)O4 3,4-epoxytricyclo[5.2.1.02,6]decan-9-yl acrylate